4,4'-[(6,6'-diphenyl[1,1'-binaphthalene]-2,2'-diyl)bis(oxy)]bis[3-(naphthalen-1-yl)benzoic acid] C1(=CC=CC=C1)C=1C=C2C=CC(=C(C2=CC1)C1=C(C=CC2=CC(=CC=C12)C1=CC=CC=C1)OC1=C(C=C(C(=O)O)C=C1)C1=CC=CC2=CC=CC=C12)OC1=C(C=C(C(=O)O)C=C1)C1=CC=CC2=CC=CC=C12